6-chloro-5'-(3-chlorophenyl)-3'-isopropyl-2'-(2-methoxy-4-(trifluoromethyl)phenyl)-3'H-spiro[indoline-3,4'-pyrrolo[3,4-d]imidazole]-2,6'(5'H)-dione ClC1=CC=C2C(=C1)NC(C21N(C(C=2N=C(N(C21)C(C)C)C2=C(C=C(C=C2)C(F)(F)F)OC)=O)C2=CC(=CC=C2)Cl)=O